F[Sb-](F)(F)(F)(F)F.OC(COC1=C(C=CC=C1)C1=CC=C(C=C1)[IH+])CCCCCCCCCCCC 4-(2-hydroxytetradecyloxy-phenyl)phenyliodonium hexafluoroantimonate